ClC1=NC(=CC(=C1)OC)C1(COCC1)OC 2-chloro-4-methoxy-6-(3-methoxytetrahydrofuran-3-yl)pyridine